(±)-cis-N-[8-chloro-6-(6-methoxy-2-methyl-3-pyridyl)-3-isoquinolyl]-2-fluoro-cyclopropanecarboxamide ClC=1C=C(C=C2C=C(N=CC12)NC(=O)[C@H]1[C@H](C1)F)C=1C(=NC(=CC1)OC)C |r|